C(C)OC(=O)C1=CNC2=C(N=CC=C2C1=O)NC=1C(=C(C=CC1)C1=CC=CC=C1)C 8-(2-methylbiphenyl-3-ylamino)-4-oxo-1,4-dihydro-1,7-naphthyridine-3-carboxylic acid ethyl ester